C=CC(CC=CCC)O octa-1,5-dien-3-ol